FC1=CC=C(C=C1)S(=O)(=O)NC=1C=C2C(C(NC2=CC1)=O)=CC=1SC=CC1 4-fluoro-N-(2-oxo-3-(thiophen-2-ylmethylene)indolin-5-yl)benzenesulfonamide